O[C@H](CCC1=C(C=CC=C1)O)C1=CC=CC=C1 (R)-2-(3-hydroxy-3-phenylpropyl)phenol